3-(Benzyloxy)-5-hydroxy-4-(5-((tetrahydro-2H-pyran-4-yl)oxy)isoindoline-2-carbonyl)benzonitrile C(C1=CC=CC=C1)OC=1C=C(C#N)C=C(C1C(=O)N1CC2=CC=C(C=C2C1)OC1CCOCC1)O